2,5-diphenyl-1,4-benzoquinone C1(=CC=CC=C1)C=1C(C=C(C(C1)=O)C1=CC=CC=C1)=O